ClC1=C(C=C(C=C1)C1=CC=C(O1)C=C1C(C2=C(S1)C=CC=C2)=O)[N+](=O)[O-] 2-[[5-(4-Chloro-3-nitrophenyl)-2-furanyl]methylene]benzo[b]thiophen-3(2H)-one